ClC1=C(C=CC=C1)C1=NC2=CC=CC=C2C=C1OC1=CC=CC=C1 2-(2-chlorophenyl)-3-phenoxyquinoline